4-amino-4H-1,2,4-triazole hydrofluoride F.NN1C=NN=C1